COC1=CC(=C(C=C1)C1=NNC2=NC=C(C=C21)C2=CC=C(C=C2)N2CCN(CC2)C)C(F)(F)F 3-(4-methoxy-2-(trifluoromethyl)phenyl)-5-(4-(4-methylpiperazin-1-yl)phenyl)-1H-pyrazolo[3,4-b]pyridine